N=1C=CN2C1CN(CC2)C(CNC(OC(C)(C)C)=O)=O tert-butyl (2-(5,6-dihydroimidazo[1,2-a]pyrazin-7(8H)-yl)-2-oxoethyl)carbamate